S1C=NC(=C1)C(=O)N 1,3-thiazole-4-carboxamide